OC1(CCC(CC1)C1N=C2C=C(C(=CC2=C1)[N+](=O)[O-])OC)CN(C(OCC1=CC=CC=C1)=O)C benzyl (((1S,4S)-1-hydroxy-4-(6-methoxy-5-nitro-2H-indol-2-yl)cyclohexyl)methyl)(methyl)carbamate